[Si](C)(C)(C(C)(C)C)OC(=C)OC 1-(tert-Butyldimethylsilyloxy)-1-methoxyethene